C1(CCCC1)S(=O)(=O)C(=[N+]=[N-])S(=O)(=O)C1=CC=C(C=C1)C(F)(F)F cyclopentylsulfonyl-(4-trifluoromethylphenylsulfonyl)diazomethane